8-(methylamino)octane-1,2,3,4,5,6,7-hepta-ol CNCC(C(C(C(C(C(CO)O)O)O)O)O)O